beta-histidinotin N[C@@H](C(C1=CNC=N1)[Sn])C(=O)O